1,2,3-trimethoxy-7-hydroxyxanthone COC1=C(C(=CC=2OC3=CC=C(C=C3C(C12)=O)O)OC)OC